3-(4-(1-(3-(1-(((R)-1-(3-(Difluoromethyl)-2-fluorophenyl)ethyl)amino)-4-methyl-pyrido[3,4-d]pyridazin-7-yl)-2-fluorobenzyl)piperidin-4-yl)phenyl)piperidine-2,6-dione FC(C=1C(=C(C=CC1)[C@@H](C)NC1=C2C(=C(N=N1)C)C=NC(=C2)C=2C(=C(CN1CCC(CC1)C1=CC=C(C=C1)C1C(NC(CC1)=O)=O)C=CC2)F)F)F